dodecyl-imidazole chloride salt [Cl-].C(CCCCCCCCCCC)C=1NC=CN1